C[C@@]([C@H]([C@@H]([C@H](CO)O)O)O)(O)CO 5-methyl-glucitol